2-((5-(5-(difluoromethyl)-1,3,4-oxadiazole-2-yl)pyridine-2-yl)methyl)-4,4-dimethyl-6-(1-(oxetan-3-yl)piperidine-4-yl)isoquinoline-1,3(2H,4H)-dione FC(C1=NN=C(O1)C=1C=CC(=NC1)CN1C(C2=CC=C(C=C2C(C1=O)(C)C)C1CCN(CC1)C1COC1)=O)F